(R)-N-((3-(3-fluoro-4-morpholinophenyl)-2-oxooxazolidin-5-yl)methyl)-2-(trifluoromethyl)benzenesulfonamide FC=1C=C(C=CC1N1CCOCC1)N1C(O[C@H](C1)CNS(=O)(=O)C1=C(C=CC=C1)C(F)(F)F)=O